N1(CCNCC1)C=1C=C(CN2C(NC(CC2)=O)=O)C=CC1 1-(3-(piperazin-1-yl)benzyl)dihydropyrimidine-2,4(1H,3H)-dione